ClC=1C=C(C=CC1N1C(N(C=C1)C)=O)C1=C(C(=CC(=C1)F)C1=CC(=C(C=C1)C)N1CC(C1)(C)O)O 1-(3-chloro-5'-fluoro-2'-hydroxy-3''-(3-hydroxy-3-methylazetidin-1-yl)-4''-methyl-[1,1':3',1''-terphenyl]-4-yl)-3-methyl-1H-imidazol-2(3H)-one